ClC1=CC(=NC=C1)C#CC=1C=C(C=CC1)C 4-chloro-2-(m-tolylethynyl)pyridine